C(C)(C)(C)N(C(O)=O)CC1=NC2=C(N1)C=C(C(=C2)C)C(N[C@H](C)C2=CC=CC1=CC=CC=C21)=O.C(CCCCC)C2C(CCCC2)(CCCCCC)CCCCCC tri(n-hexyl)cyclohexane (R)-tert-Butyl((5-methyl-6-((1-(naphthalen-1-yl)ethyl)carbamoyl)-1H-benzo[d]imidazol-2-yl)methyl)carbamate